5,10,15-Tris(3-hydroxyphenyl)-20-[4-((2-((2-(((((1R,8S,9r)-bicyclo[6.1.0]non-4-yn-9-yl)methoxy)carbonyl)amino)ethyl)disulfanyl)ethyl)amino)tetrafluorophenyl]porphyrin OC=1C=C(C=CC1)C=1C2=CC=C(N2)C(=C2C=CC(C(=C3C=CC(=C(C=4C=CC1N4)C4=CC(=CC=C4)O)N3)C3=CC(=CC=C3)O)=N2)C2=C(C(=C(C(=C2F)F)NCCSSCCNC(=O)OCC2[C@H]3CCC#CCC[C@@H]23)F)F